tert-Butyl ((6-chloro-1-(2-methoxy-4-nitrophenyl)-1H-pyrazolo[4,3-c]pyridin-3-yl)methyl)(methyl)carbamate ClC1=CC2=C(C=N1)C(=NN2C2=C(C=C(C=C2)[N+](=O)[O-])OC)CN(C(OC(C)(C)C)=O)C